C1(CC1)C=1C(=NC(=NC1N1CC(CCC1)S(=O)(=O)C)N(C)C1=C(C=C(C=C1)S(=O)(=O)C)F)NC1=NNC(=C1)C 5-cyclopropyl-N2-(2-fluoro-4-(methylsulfonyl)phenyl)-N2-methyl-N4-(5-methyl-1H-pyrazol-3-yl)-6-(3-(methylsulfonyl)piperidin-1-yl)pyrimidine-2,4-diamine